5-bromo-N-tert-butyl-2-iodo-4-methoxy-benzamide BrC=1C(=CC(=C(C(=O)NC(C)(C)C)C1)I)OC